(2R,6S)-4-(5-cyanopyrimidin-2-yl)-2,6-dimethylpiperazine-1-carboxylic acid 2-benzyl-2-azaspiro[3.3]hept-6-yl ester C(C1=CC=CC=C1)N1CC2(C1)CC(C2)OC(=O)N2[C@@H](CN(C[C@@H]2C)C2=NC=C(C=N2)C#N)C